ClC1=C2N=C(C=NC2=CC=C1OC=1C(=C(N)C(=CC1)[N+](=O)[O-])F)C=1C=NN(C1)C1OCCCC1 3-[5-chloro-3-(1-tetrahydropyran-2-ylpyrazol-4-yl)quinoxalin-6-yl]oxy-2-fluoro-6-nitro-aniline